NCCOCCOCCC(=O)NC1=C(C(=O)NC=2N=NC(=CC2)OC)C=CC=C1 2-(3-(2-(2-aminoethoxy)ethoxy)propionylamino)-N-(6-methoxypyridazin-3-yl)benzamide